4,6-dimethyl-2-pyrone CC1=CC(OC(=C1)C)=O